Aminoethylpropane NCCCCC